6-Benzyloxy-N-carbobenzyloxy-L-tryptophan methylester COC([C@@H](NC(=O)OCC1=CC=CC=C1)CC1=CNC2=CC(=CC=C12)OCC1=CC=CC=C1)=O